(3aR,3bS,4aS,5R,5aS)-5-(5-chloro-7-((cyclopropylmethyl)amino)-3H-imidazo[4,5-b]pyridin-3-yl)-N,2,2-trimethyltetrahydrocyclopropa[3,4]cyclopenta[1,2-d][1,3]dioxole-3b(3aH)-carboxamide ClC1=CC(=C2C(=N1)N(C=N2)[C@@H]2[C@@H]1[C@]([C@@H]3[C@H]2OC(O3)(C)C)(C1)C(=O)NC)NCC1CC1